C(CCCCCCCCCCCCC)OCCCCCCCCCCCCCC DITETRADECYL ETHER